C1(=CC(=CC=C1)C1=NC(=NC=C1Cl)NC=1C=C(C=NC1)NC(CCCCCCCNC(COC1=C2C(N(C(C2=CC=C1)=O)C1C(NC(CC1)=O)=O)=O)=O)=O)C1=CC=CC=C1 N-(5-((4-([1,1'-biphenyl]-3-yl)-5-chloropyrimidin-2-yl)amino)pyridin-3-yl)-8-(2-((2-(2,6-dioxopiperidin-3-yl)-1,3-dioxoisoindolin-4-yl)oxy)acetamido)octanamide